N-butyl-5-chloro-2-(2,6-dimethoxy-4-((methylamino)methyl)benzyl)-2H-pyrazolo[4,3-d]pyrimidin-7-amine C(CCC)NC=1C=2C(N=C(N1)Cl)=CN(N2)CC2=C(C=C(C=C2OC)CNC)OC